BrCC1(CC1)S(=O)(=O)C1(CC1)CF 1-(bromomethyl)-1-((1-(fluoromethyl)cyclopropyl)sulfonyl)cyclopropane